2-(pyridin-3-yl)-1,3-benzoxazole N1=CC(=CC=C1)C=1OC2=C(N1)C=CC=C2